C1(=CC=CC=C1)C=1C(NC=CC1CN1CCCC1)C 3-phenyl-4-(pyrrolidin-1-ylmethyl)-1H-picoline